BrC1=C(C=C(C=C1)C)C 1-bromo-2,4-dimethylbenzene